(S)-3-(aminomethyl)-N,2-dimethyl-1,2,3,4-tetrahydroisoquinoline-7-carboxamide NC[C@H]1N(CC2=CC(=CC=C2C1)C(=O)NC)C